C12CN(CC2C1)C1=NC=C(C(=N1)C)CO (2-{3-azabicyclo[3.1.0]hex-3-yl}-4-methylpyrimidin-5-yl)methanol